6-chloro-2-(4-fluorophenyl)hexanoic acid ClCCCCC(C(=O)O)C1=CC=C(C=C1)F